C[Si](CCCN=CCCC)(OC)OC 3-methyldimethoxysilyl-N-butylidene-propylamine